C1COCCC12CCN(CC2)CC=2C=C1C(=NC2)N(C=C1)C=1C(=NC=CC1)C#N 3-(5-((3-Oxa-9-azaspiro[5.5]undecan-9-yl)methyl)-1H-pyrrolo[2,3-b]pyridin-1-yl)picolinonitrile